C[C@@H]1N(C2=CC=CC=C2[C@@H](C1)NC1=CC=C(C=C1)C1=CC=C(S1)CCNC(OC(C)(C)C)=O)C(CC)=O tert-butyl ((5-(4-(((2S,4R)-2-methyl-1-propionyl-1,2,3,4-tetrahydroquinolin-4-yl)amino)phenyl)thiophen-2-yl)ethyl)carbamate